2-(2-((3'-amino-1-isopropyl-1'-methyl-1H,1'H-[5,7'-biindazol]-3-yl)methoxy)phenyl)acetic acid NC1=NN(C2=C(C=CC=C12)C=1C=C2C(=NN(C2=CC1)C(C)C)COC1=C(C=CC=C1)CC(=O)O)C